N-(2-pyridinylmethyl)-N'-(2-phenylethyl)-N'-(5,6,7,8-tetrahydro-8-quinolinyl)-1,4-benzenedimethanamine N1=C(C=CC=C1)CNCC1=CC=C(C=C1)CN(C1CCCC=2C=CC=NC12)CCC1=CC=CC=C1